N-(3-(2'-((6-(4-ethylpiperazin-1-yl)-2-methoxypyridin-3-yl)amino)-7'-oxo-5'H-spiro[cyclopropane-1,8'-pyrido[4,3-d]pyrimidine]-6'(7'H)-yl)-4-methylphenyl)-3-(trifluoromethyl)benzamide C(C)N1CCN(CC1)C1=CC=C(C(=N1)OC)NC=1N=CC2=C(N1)C1(C(N(C2)C=2C=C(C=CC2C)NC(C2=CC(=CC=C2)C(F)(F)F)=O)=O)CC1